6-(2,4-dimethylpyrazol-3-yl)-N-[2-[2-(2-phenylethyl)-3,3a,4,5,6,6a-hexahydro-1H-cyclopenta[c]pyrrol-4-yl]ethyl]pyridazin-3-amine CN1N=CC(=C1C1=CC=C(N=N1)NCCC1CCC2CN(CC21)CCC2=CC=CC=C2)C